FC1(CC12C(N(C2)C)COC(C2=CC=CC=C2)(C2=CC=CC=C2)C2=CC=CC=C2)F 1,1-difluoro-5-methyl-4-((trityloxy)methyl)-5-azaspiro[2.3]hexane